BrC=1C(=CC(=C(OCC(=O)OC)C1)F)F Methyl 2-(5-bromo-2,4-difluorophenoxy)acetate